((4-(5-bromo-1,3,4-oxadiazol-2-yl)-2-methoxyphenyl)amino)-9-cyclopentyl-7,7-difluoro-5-methyl-5,7,8,9-tetrahydro-6H-pyrimido[4,5-b][1,4]diazepin-6-one BrC1=NN=C(O1)C1=CC(=C(C=C1)NC=1N=CC2=C(N(CC(C(N2C)=O)(F)F)C2CCCC2)N1)OC